4-((2S,5R)-4-((5-cyclopropylisoxazol-3-yl)(4-(trifluoromethoxy)phenyl)methyl)-2,5-diethylpiperazin-1-yl)-1-methyl-2-oxo-1,2-dihydropyrido[3,2-d]pyrimidine-6-carbonitrile C1(CC1)C1=CC(=NO1)C(N1C[C@@H](N(C[C@H]1CC)C=1C2=C(N(C(N1)=O)C)C=CC(=N2)C#N)CC)C2=CC=C(C=C2)OC(F)(F)F